ClC=1C=C(C=CC1)NC1=NC(=CC(=N1)C(=O)N1CC2=CC=CC=C2C1)NC(C)(CC(C)(C)C)C (2-((3-Chlorophenyl)amino)-6-((2,4,4-trimethylpentan-2-yl)amino)pyrimidin-4-yl)(isoindolin-2-yl)methanone